2-(N,N-dimethylsulfamoyl)-3,4,5,6-tetrafluoro-N-methylbenzamide CN(S(=O)(=O)C1=C(C(=O)NC)C(=C(C(=C1F)F)F)F)C